[N-](S(=O)(=O)C(F)(F)F)S(=O)(=O)C(F)(F)F.C[N+]1(CCCC1)CCCCCCCC methyl-1-octylpyrrolidinium bis(trifluoromethylsulfonyl)imide